[2-(acetyloxymethyl)-4-(2-aminopurin-9-yl) butyl] acetate C(C)(=O)OCC(CCN1C2=NC(=NC=C2N=C1)N)COC(C)=O